BrC1=CC(=C(C2=C1CC(O2)COC)C#N)F 4-Bromo-6-fluoro-2-(methoxymethyl)-2,3-dihydrobenzofuran-7-carbonitrile